Racemic-3-(3-cyano-4-fluorophenyl)-1-(8,9-difluoro-6-oxo-1,4,5,6-tetrahydro-2H-thiopyrano[3,4-c]isoquinolin-1-yl)-1-methylurea C(#N)C=1C=C(C=CC1F)NC(N(C)[C@H]1CSCC=2NC(C=3C=C(C(=CC3C21)F)F)=O)=O |r|